C(#N)C1=C(C=CC=C1)[C@H]([C@H](C)C=1N(C(C(=C(N1)C(=O)NC=1C=NOC1)O)=O)C)C1=NC=C(N=C1)C(F)(F)F 2-((1s,2s)-1-(2-cyanophenyl)-1-(5-(trifluoromethyl)pyrazin-2-yl)propan-2-yl)-5-hydroxy-N-(isoxazol-4-yl)-1-methyl-6-oxo-1,6-dihydropyrimidine-4-carboxamide